(S)-1-(5-(1-(2,2,2-trifluoroethyl)-1H-pyrazol-4-yl)-2-((1-(3,3,3-trifluoropropyl)-1H-pyrazolo[3,4-b]pyridin-6-yl)amino)pyridin-4-yl)piperidin-3-ol FC(CN1N=CC(=C1)C=1C(=CC(=NC1)NC1=CC=C2C(=N1)N(N=C2)CCC(F)(F)F)N2C[C@H](CCC2)O)(F)F